(R)-2-((1-(2-(3-methoxyazetidin-1-yl)-3,7-dimethyl-4-oxo-4H-pyrido[1,2-a]pyrimidin-9-yl)ethyl)amino)benzoic acid COC1CN(C1)C=1N=C2N(C(C1C)=O)C=C(C=C2[C@@H](C)NC2=C(C(=O)O)C=CC=C2)C